3-(6-((4-((4'-fluoro-5,5-dimethyl-3,4,5,6-tetrahydro-[1,1'-biphenyl]-2-yl)methyl)piperazin-1-yl)methyl)-1-oxoisoindolin-2-yl)piperidine-2,6-dione FC1=CC=C(C=C1)C1=C(CCC(C1)(C)C)CN1CCN(CC1)CC1=CC=C2CN(C(C2=C1)=O)C1C(NC(CC1)=O)=O